(1-hydrazinoethyl)-2-(trifluoromethyl)pyridine N(N)C(C)C=1C(=NC=CC1)C(F)(F)F